6-(4-formyl-2-oxopyrrolidin-1-yl)-4-methylpyridine-3-carbonitrile C(=O)C1CC(N(C1)C1=CC(=C(C=N1)C#N)C)=O